vinyl (4-ethoxybutyl) sulfide C(C)OCCCCSC=C